tert-butyl 4-(((1r,4r)-4-(5-amino-6-(2-hydroxypropan-2-yl)-2H-indazol-2-yl)cyclohexyl)methyl)piperazine-1-carboxylate NC1=CC2=CN(N=C2C=C1C(C)(C)O)C1CCC(CC1)CN1CCN(CC1)C(=O)OC(C)(C)C